ClC=1C=C2C=C(NC2=CC1)CNC(N(C)[C@H]1CN(CCC1)C(CC1=NOC=C1)=O)=O (R)-3-((5-chloro-1H-indol-2-yl)methyl)-1-(1-(2-(isoxazol-3-yl)acetyl)piperidin-3-yl)-1-methylurea